C1=CC(=CC(=C1)[N+](=O)[O-])NC(=S)N N-(3-nitrophenyl)thiourea